C(C)N(S(=O)(=O)C1=CC(=C(C=C1)NC1=NC=CC(=C1)C(F)(F)F)C=1N=CN(C1)C)CC1=CC=C(C=C1)OC N-Ethyl-N-[(4-methoxyphenyl)methyl]-3-(1-methylimidazol-4-yl)-4-[[4-(trifluoromethyl)-2-pyridinyl]amino]benzenesulfonamide